(1S,4S,5R)-5-[[5-cyclopropyl-3-(2,6-dichlorophenyl)-1,2-oxazole-4-carbonyloxy]-2-azabicyclo[2.2.1]heptan-2-yl]benzoic acid C1(CC1)C1=C(C(=NO1)C1=C(C=CC=C1Cl)Cl)C(=O)O[C@@]12N(C[C@@H](CC1)C2)C=2C=CC=C(C(=O)O)C2